[Pd].C1(=CC=CC=C1)P(C1=CC=CC=C1)C1=CC=CC=C1.C1(=CC=CC=C1)P(C1=CC=CC=C1)C1=CC=CC=C1.C1(=CC=CC=C1)P(C1=CC=CC=C1)C1=CC=CC=C1.C1(=CC=CC=C1)P(C1=CC=CC=C1)C1=CC=CC=C1 tetrakis(tri-phenylphosphine) palladium (0)